[2-[(8aS)-3,4,6,7,8,8a-hexahydro-1H-pyrrolo[1,2-a]pyrazin-2-yl]-5-oxo-[1,3,4]thiadiazolo[3,2-a]pyrimidin-7-yl] 4-methylbenzenesulfonate CC1=CC=C(C=C1)S(=O)(=O)OC=1N=C2N(C(C1)=O)N=C(S2)N2C[C@H]1N(CC2)CCC1